N1=C(N=CC=C1)C(=O)OC1=NC=CC=N1 pyrimidol (pyrimidate)